5-{3-fluoro-4-[4-({[3-(trifluoromethoxy)phenyl]methyl}carbamoyl)-1H-1,2,3-triazol-1-yl]butyl}-N-{[5-(trifluoromethyl)pyridin-2-yl]methyl}-1,3,4-thiadiazole-2-carboxamide FC(CCC1=NN=C(S1)C(=O)NCC1=NC=C(C=C1)C(F)(F)F)CN1N=NC(=C1)C(NCC1=CC(=CC=C1)OC(F)(F)F)=O